C(C1=CC=CC=C1)N1CCC2(CC1)COC1=C3CN(C(C3=C(C=C12)Cl)=O)[C@@H]1C(NC(CC1)=O)=O (S)-3-(1'-benzyl-5-chloro-6-oxo-6,8-dihydro-2H,7H-spiro[furo[2,3-e]isoindole-3,4'-piperidin]-7-yl)piperidine-2,6-dione